ClC=1C(=NC=C(C1)F)C1=CC(=CN1C)C(=O)OC methyl 5-(3-chloro-5-fluoropyridin-2-yl)-1-methylpyrrole-3-carboxylate